7-(2-methylpyridin-3-yl)-1-phenyl-2,3-dihydro-1H-benzo[d]pyrrolo[1,2-a]imidazole CC1=NC=CC=C1C1=CC2=C(N=C3N2C(CC3)C3=CC=CC=C3)C=C1